(S)-2-(2-(1-cyclopropyl-1H-pyrazole-4-carbonyl)-6-(3-methyl-1H-pyrrolo[2,3-b]pyridin-5-yl)-1,2,3,4-tetrahydroisoquinolin-8-yl)pyrrolidine-1-carboxylic acid tert-butyl ester C(C)(C)(C)OC(=O)N1[C@@H](CCC1)C=1C=C(C=C2CCN(CC12)C(=O)C=1C=NN(C1)C1CC1)C=1C=C2C(=NC1)NC=C2C